perfluoroisoamyl iodide FC(C(C(C(F)(F)F)(C(F)(F)F)F)(F)F)(F)I